(2R,3S,5R)-5-(6-amino-2-fluoro-9H-purin-9-yl)-2-ethynyl-2-((((((S)-1-isopropoxy-1-oxo-3-phenylpropan-2-yl)amino)(phenoxy)phosphoryl)oxy) methyl)tetrahydrofuran-3-yl icosanoate C(CCCCCCCCCCCCCCCCCCC)(=O)O[C@@H]1[C@](O[C@H](C1)N1C2=NC(=NC(=C2N=C1)N)F)(COP(=O)(OC1=CC=CC=C1)N[C@H](C(=O)OC(C)C)CC1=CC=CC=C1)C#C